tert-butyl 9-(1-phenyl-2,5,8,11-tetraoxatridecan-13-yl)-3,9-diazaspiro[5.5]undecane-3-carboxylate C1(=CC=CC=C1)COCCOCCOCCOCCN1CCC2(CCN(CC2)C(=O)OC(C)(C)C)CC1